7-trimethylsilyl-ethoxymethyl-4-(p-tolyl)-7H-pyrrolo[2,3-d]pyrimidine C[Si](N1C=CC2=C1N=C(N=C2C2=CC=C(C=C2)C)COCC)(C)C